C(C)C1=C(C=CC(=C1)N1[C@H]2CN([C@@H](C1)C2)C)NC2=NC=C(C(=N2)NCCCN2CCOCCC2=O)C(F)(F)F 4-(3-((2-((2-ethyl-4-((1R,4R)-5-methyl-2,5-diazabicyclo[2.2.1]heptan-2-yl)phenyl)amino)-5-(trifluoromethyl)pyrimidin-4-yl)amino)propyl)-1,4-oxazepan-5-one